(2-fluoro-benzyl)-proline FC1=C(CN2[C@@H](CCC2)C(=O)O)C=CC=C1